C1(=CC=CC=C1)C1=NC(=NC(=N1)C1=CC(=CC=C1)C1(C2=CC=CC=C2C=2C=CC=CC12)C1=CC=CC=C1)C1=CC(=CC=C1)C=1C=NC=CC1 2-phenyl-4-(3-(9-phenyl-9H-fluoren-9-yl)phenyl)-6-(3-(pyridin-3-yl)phenyl)-1,3,5-triazine